[[7-([2-fluoro-4-[3-(hydroxymethyl)pyrazol-1-yl]phenyl]amino)-1,6-naphthyridin-2-yl](1-methylpiperidin-4-yl)amino]acetic acid FC1=C(C=CC(=C1)N1N=C(C=C1)CO)NC1=NC=C2C=CC(=NC2=C1)N(C1CCN(CC1)C)CC(=O)O